4-Methyl-1-[(2-oxoimidazolidin-4-yl)methyl]-5-({2-[6-(2,2,2-trifluoroethyl)quinazolin-4-yl]-2,7-diazaspiro[3.5]non-7-yl}methyl)-1H-indole-2-carbonitrile CC1=C2C=C(N(C2=CC=C1CN1CCC2(CN(C2)C2=NC=NC3=CC=C(C=C23)CC(F)(F)F)CC1)CC1NC(NC1)=O)C#N